C1(CC1)C1=C(C(=NO1)C1=C(C=NC=C1Cl)Cl)/C=C/C1C2CN(CC12)C1=NN=C(S1)C=1C=C(C(=O)O)C=C(C1)OC (E)-3-(5-(6-(2-(5-cyclopropyl-3-(3,5-dichloropyridin-4-yl)isoxazol-4-yl)vinyl)-3-azabicyclo[3.1.0]hex-3-yl)-1,3,4-thiadiazol-2-yl)-5-methoxybenzoic acid